FC(C=1C=C2C(=CCC2=CC1)C=O)(F)F 5-(trifluoromethyl)-1H-indene-3-formaldehyde